FC1=C(C=C(CC2(CCN(CC2)C(C2=C(N=CC=C2)C2=NC=NC=C2)=O)C#N)C=C1)C(F)(F)F 4-(4-fluoro-3-(trifluoromethyl)benzyl)-1-(2-(pyrimidin-4-yl)nicotinoyl)piperidine-4-carbonitrile